diethyl 2,2'-((3,6-dicarbamoylpyrazine-2,5-diyl)bis(azanediyl))diacetate C(N)(=O)C=1C(=NC(=C(N1)NCC(=O)OCC)C(N)=O)NCC(=O)OCC